Cl.[2H]C([2H])([2H])N(C/C=C/C(=O)O)C([2H])([2H])[2H] (E)-4-[bis(trideuteriomethyl)amino]but-2-enoic acid hydrochloride